tert-butyl (2S,4S)-4-fluoro-2-(((3R,5R)-5-((4-((4-(morpholinomethyl)phenyl)ethynyl)benzyl)carbamoyl)pyrrolidin-3-yl)carbamoyl)pyrrolidine-1-carboxylate F[C@H]1C[C@H](N(C1)C(=O)OC(C)(C)C)C(N[C@H]1CN[C@H](C1)C(NCC1=CC=C(C=C1)C#CC1=CC=C(C=C1)CN1CCOCC1)=O)=O